N1N=CC2=CC(=CC=C12)OCC(=O)O Indazol-5-yloxyacetic acid